FC(C=1C(=NC2=CC=CC(=C2C1)C=1N=C(N2C1CN(CC2)C(C)=O)C2CCOCC2)C2=CN=C(S2)C)F 1-(1-(3-(difluoromethyl)-2-(2-methylthiazol-5-yl)quinolin-5-yl)-3-(tetrahydro-2H-pyran-4-yl)-5,6-dihydroimidazo[1,5-a]pyrazin-7(8H)-yl)ethan-1-one